methyl (R)-1-(2-((6-(bis(tert-butoxycarbonyl)amino)-9H-purin-9-yl)methyl)-4-fluoro-3-(trifluoromethyl)phenyl)-3-((tert-butoxycarbonyl)amino)pyrrolidine-3-carboxylate C(C)(C)(C)OC(=O)N(C1=C2N=CN(C2=NC=N1)CC1=C(C=CC(=C1C(F)(F)F)F)N1C[C@](CC1)(C(=O)OC)NC(=O)OC(C)(C)C)C(=O)OC(C)(C)C